3-(3-ethoxyazetidin-1-yl)-4-((4-(5-(trifluoromethyl)-1,2,4-oxadiazol-3-yl)phenyl)amino)cyclobut-3-ene-1,2-dione C(C)OC1CN(C1)C=1C(C(C1NC1=CC=C(C=C1)C1=NOC(=N1)C(F)(F)F)=O)=O